FC(C=1C=C(CC(NCC)C)C=CC1)(F)F 3-Trifluoromethyl-N-ethylamphetamine